3-(4-((4-(6-(5-((R)-2-(2,5-difluorophenyl)pyrrolidin-1-yl)pyrazolo[1,5-a]pyrimidin-3-yl)pyridin-2-yl)piperazin-1-yl)methyl)phenyl)piperidine-2,6-dione FC1=C(C=C(C=C1)F)[C@@H]1N(CCC1)C1=NC=2N(C=C1)N=CC2C2=CC=CC(=N2)N2CCN(CC2)CC2=CC=C(C=C2)C2C(NC(CC2)=O)=O